BrC1=CC=C2C3(CC(NC2=N1)C3)NC(OC(C)(C)C)=O tert-butyl (7-bromo-1,2,3,4-tetrahydro-2,4-methylene-1,8-naphthyridin-4-yl)carbamate